methyl 5-fluoro-3-methyl-2-(trifluoromethyl)pyridine-4-carboxylate FC=1C(=C(C(=NC1)C(F)(F)F)C)C(=O)OC